P(O)(O)O.C(C)SSC(CC#C)SSCC Bis-(ethyldithio)ethyl-acetylene phosphite